COCCOCCOCCC1=NNC=C1B1OC(C(O1)(C)C)(C)C 2-[2-(2-methoxyethoxy)ethoxy]ethyl-4-(4,4,5,5-tetramethyl-1,3,2-dioxaborolan-2-yl)pyrazole